Cl.ClC=1C=CC(=C(CCN2C[C@@H](CC2)CN)C1)OCCC (S)-(1-(5-chloro-2-propoxyphenethyl)pyrrolidin-3-yl)methanamine hydrochloride